CC(C=O)=CCC(CC)C trans-2,5-dimethyl-2-heptenal